4-((3S,5R)-3-acrylamido-5-fluoropiperidin-1-yl)-5-fluoro-2,3-dimethyl-1H-indole C(C=C)(=O)N[C@@H]1CN(C[C@@H](C1)F)C1=C2C(=C(NC2=CC=C1F)C)C